O([C@H]1[C@H](O)[C@@H](O)[C@@H](O)[C@H](O1)CO)CCCCCCCC octyl β-D-galactopyranoside